4-(tetrahydropyran-2-oxy)-2-butene-1-ol O1C(CCCC1)OCC=CCO